tert-Butyl (R)-4-(1-((benzyloxy)carbonyl)pyrrolidin-3-yl)piperazine-1-carboxylate C(C1=CC=CC=C1)OC(=O)N1C[C@@H](CC1)N1CCN(CC1)C(=O)OC(C)(C)C